C(C1=CC=CC=C1)(=O)OCCCCCC(=O)N1C[C@H]2[C@@H]([C@@H](C1)O)OC(O2)(C)C [6-[(3aS,7R,7aR)-7-hydroxy-2,2-dimethyl-4,6,7,7a-tetrahydro-3aH-[1,3]dioxolo[4,5-c]pyridin-5-yl]-6-oxo-hexyl] benzoate